9,12-diethyleicosanediamine C(C)C(CCCCCCCC(N)N)CCC(CCCCCCCC)CC